CN/C=C/NC N,N'-dimethylethylene-1,2-diamine